ClC=1N=C2C(=C(C(N(C2=CC1)C)=O)C#N)N1CCC(CC1)OC1=C(C=CC=C1)Cl 6-chloro-4-(4-(2-chlorophenoxy)piperidin-1-yl)-1-methyl-2-oxo-1,2-dihydro-1,5-naphthyridine-3-carbonitrile